(Z)-1-(3-chloro-5-(trifluoromethyl)pyridin-2-yl)ethane ClC=1C(=NC=C(C1)C(F)(F)F)CC